The molecule is an alpha-amino acid anion that is the conjugate base of homocysteine, obtained by deprotonation of the carboxy group. It has a role as a fundamental metabolite. It is a conjugate base of a homocysteine. C(CS)C(C(=O)[O-])N